(3,5-difluoro-4-((7-(2-hydroxyethoxy)-6-methoxyquinolin-4-yl)oxy)phenyl)-6-methoxypyridine-3-carboxamide FC=1C=C(C=C(C1OC1=CC=NC2=CC(=C(C=C12)OC)OCCO)F)C1=NC(=CC=C1C(=O)N)OC